(S)-N-(4-(6-((2S,6R)-2,6-dimethylmorpholino)pyridin-2-yl)thiazol-2-yl)-1-(1-(isopropylsulfonyl)-1H-pyrrole-3-carbonyl)azetidine-2-carboxamide C[C@@H]1O[C@@H](CN(C1)C1=CC=CC(=N1)C=1N=C(SC1)NC(=O)[C@H]1N(CC1)C(=O)C1=CN(C=C1)S(=O)(=O)C(C)C)C